5-methylpyrazine-2-carboxylate CC=1N=CC(=NC1)C(=O)[O-]